5-Amino-2,3-dihydrophthalazine-1,4-dione NC1=C2C(NNC(C2=CC=C1)=O)=O